benzylidene(1,3-dimesityl-2,3-dihydrobenzimidazole-2-ylidene)(tricyclohexylphosphine) ruthenium dichloride [Ru](Cl)Cl.C(C1=CC=CC=C1)=C1C(C(CCC1)P(C1CCCCC1)C1CCCCC1)=C1N(C2=C(N1C1=C(C=C(C=C1C)C)C)C=CC=C2)C2=C(C=C(C=C2C)C)C